o-methylbenzenemethylamine CC1=C(C=CC=C1)CN